N-Benzyl-6-chloro-1-methyl-1,2-dihydro-3H-benzo[e]indole-3-carboximidamide C(C1=CC=CC=C1)NC(=N)N1CC(C=2C3=C(C=CC12)C(=CC=C3)Cl)C